C(=CCCC)[Si](Br)(Br)Br pentenyl-tribromosilane